[C@H]12CN(C[C@H](CC1)N2)C2=NC(=NC1=C(C(=CC=C21)C2=NNC1=CC=CC(=C21)C)F)OC[C@H]2N(CCC2)C 4-((1R,5S)-3,8-diazabicyclo[3.2.1]octan-3-yl)-8-fluoro-7-(4-methyl-1H-indazol-3-yl)-2-(((S)-1-methylpyrrolidin-2-yl)methoxy)quinazoline